C(CCCC)OCCO 2-pentoxyethanol